ClC1=CC=C(C=C1)C=1C(=CC=CC1)C(=O)N1CCC(CC1)NC=1C=C2CNC(C2=CC1)=O 5-((1-(4'-chloro-[1,1'-biphenyl]-2-carbonyl)piperidin-4-yl)amino)-1-oxoisoindoline